oxaselenazinium O1[Se][NH+]=CC=C1